COC1=C(C(=CC=C1)OC)C1=CN(C2=NC(=CC=C21)NC(=O)NCCCN(C)C)COCC[Si](C)(C)C 1-[3-(2,6-dimethoxyphenyl)-1-[[2-(trimethylsilyl)ethoxy]methyl]pyrrolo[2,3-b]pyridin-6-yl]-3-[3-(dimethylamino)propyl]urea